racemic-(3R,4R)-4-tert-butoxycarbonylamino-1-cyclopropylmethyl-piperidine-3-carboxylic acid methyl ester COC(=O)[C@@H]1CN(CC[C@H]1NC(=O)OC(C)(C)C)CC1CC1 |r|